FC(C1=C(CO)C(=CC(=C1)C(F)(F)F)C(F)(F)F)(F)F 2,4,6-tris(trifluoromethyl)benzyl alcohol